FC1=NN(C=C1C(=O)NCC1=C(C=CC(=C1)C)C(C)C)C fluoro-N-(2-isopropyl-5-methylbenzyl)-1-methyl-1H-pyrazole-4-carboxamide